C(C1=CC=CC=C1)OC1=C(OC2=CC=CC(=C2C1=O)OC)C1=CC=CC=C1 (benzyloxy)-5-methoxy-2-phenyl-4H-chromen-4-one